(2-fluoro-3-(1-(4-fluorophenyl)-1H-pyrazol-4-yl)phenyl)methylamine hydrochloride Cl.FC1=C(C=CC=C1C=1C=NN(C1)C1=CC=C(C=C1)F)CN